4-methylcyclohexane-1,2-dicarboxylic acid, dilithium salt [Li+].[Li+].CC1CC(C(CC1)C(=O)[O-])C(=O)[O-]